butane diacetate C(C)(=O)O.C(C)(=O)O.CCCC